(S)-3-(5-(1,8-naphthyridin-2-yl)pentanoylamino)-2-(2-phenylacetylamino)propionic acid methyl ester COC([C@H](CNC(CCCCC1=NC2=NC=CC=C2C=C1)=O)NC(CC1=CC=CC=C1)=O)=O